4-[1-[1-(difluoromethyl)pyrazol-3-yl]-1-methyl-ethyl]-6-imidazo[1,5-a]pyridin-6-yl-N4-methyl-1,3,5-triazine-2,4-diamine FC(N1N=C(C=C1)C(C)(C)C1(NC(=NC(=N1)C=1C=CC=2N(C1)C=NC2)N)NC)F